C(C1=CC=CC=C1)OC(=O)N(C(CC(=O)O)CCCCCCCCC)CCCN(C)C 3-(((benzyloxy)carbonyl)(3-(dimethylamino)propyl)amino)dodecanoic acid